C(CC)(=O)O[BH-](OC(CC)=O)OC(CC)=O.C(C)[N+](CC)(CC)CC tetraethylammonium tripropionyloxyborohydride